N=1N=CN(C1)CC12CC(CC(N1C(=O)NC1=C(C=C(C(=C1)C1=NC=C(C=N1)F)C(F)(F)F)F)C2)C cis-1-((4H-1,2,4-triazol-4-yl)methyl)-N-(2-fluoro-5-(5-fluoropyrimidin-2-yl)-4-(trifluoromethyl)phenyl)-3-methyl-6-azabicyclo[3.1.1]heptane-6-carboxamide